propenol borate B(O)(O)OC=CC